FC(C(\C=C(/C)\OC)=O)(F)F (E)-1,1,1-trifluoro-4-methoxy-pent-3-en-2-one